methyl 7-chloro-3-iodoimidazo[1,2-a]pyridine-8-carboxylate ClC1=C(C=2N(C=C1)C(=CN2)I)C(=O)OC